C(C)OC=1C=C(C=CC1O)/C=C/C(=O)C1=CC=C(C=C1)N=CC1=CNC2=CC=CC=C12 (E)-3-(3-Ethoxy-4-hydroxyphenyl)-1-[4-(1H-indol-3-ylmethylideneamino)phenyl]prop-2-en-1-one